1-(1-(6-(pyrrolidin-1-yl)pyrazin-2-yl)-1H-pyrazol-4-yl)ethan-1-ol N1(CCCC1)C1=CN=CC(=N1)N1N=CC(=C1)C(C)O